COC1=NC(=CC2=C1N=C(O2)C)NC(=O)C2=CC=C(C1=CN(N=C21)C)N2CCN(CC2)C(=O)OC(C)(C)C tert-butyl 4-[7-({4-methoxy-2-methyl-[1,3]oxazolo[4,5-c]pyridin-6-yl} carbamoyl)-2-methylindazol-4-yl]piperazine-1-carboxylate